C(CCCCCCCCCCC)SCCC(=O)OCC(CO)(CO)COC(CCSCCCCCCCCCCCC)=O 2,2-bis[[3-(dodecylthio)-propionyloxy]methyl]-1,3-propylene glycol